2-(4,4-difluoropiperidin-1-yl)acetamide FC1(CCN(CC1)CC(=O)N)F